benzyl N-[(1S,2S,3S,5R)-2-fluoro-8-azabicyclo[3.2.1]octan-3-yl]carbamate hydrochloride Cl.F[C@H]1[C@@H]2CC[C@H](C[C@@H]1NC(OCC1=CC=CC=C1)=O)N2